6-(4-((1H-indazol-5-yl)amino)-6-(dimethyl-amino)-pyrimidin-2-yl)-N-(pyridazin-4-yl)-1H-indole-2-carboxamide N1N=CC2=CC(=CC=C12)NC1=NC(=NC(=C1)N(C)C)C1=CC=C2C=C(NC2=C1)C(=O)NC1=CN=NC=C1